2,2-bis-(4-amino-3-hydroxyphenyl)propane NC1=C(C=C(C=C1)C(C)(C)C1=CC(=C(C=C1)N)O)O